ClC1=CC(=C(C=C1)C1=C(N(N=N1)C)CN1N=CC(=CC1=O)C1=CC=C(C=C1)OC)F 2-[[5-(4-chloro-2-fluoro-phenyl)-3-methyl-triazol-4-yl]methyl]-5-(4-methoxyphenyl)pyridazin-3-one